FC1=C(C=C(C(=C1)OC1=CC=NC2=CC(=CC=C12)C=1C=NC=CC1)F)NC(=O)C1(CC1)C(=O)NC1=CC=C(C=C1)F 1-N'-[2,5-difluoro-4-(7-pyridin-3-yl-quinolin-4-yl)oxyphenyl]-1-N-(4-fluorophenyl)cyclopropane-1,1-dicarboxamide